ClC=1C=C(/C(=N/O)/N)C=C(C1)Cl (Z)-3,5-dichloro-N'-hydroxybenzoamidine